BrC=1C=C(C=2N(C1)N=CC2C#N)C=2C=NC(=CC2)N2CC1N(C(C2)C1)CC=1C=NC(=CC1)C1CC1 6-bromo-4-(6-(6-((6-cyclopropylpyridin-3-yl)methyl)-3,6-diazabicyclo[3.1.1]heptan-3-yl)pyridin-3-yl)pyrazolo[1,5-a]pyridine-3-carbonitrile